phenylsulfonyl-1,2,5-oxadiazole-2-oxide C1(=CC=CC=C1)S(=O)(=O)C1=[N+](ON=C1)[O-]